methyl-bis-(octadecyl)ammonium tetrakis(pentafluorophenyl)borate FC1=C(C(=C(C(=C1[B-](C1=C(C(=C(C(=C1F)F)F)F)F)(C1=C(C(=C(C(=C1F)F)F)F)F)C1=C(C(=C(C(=C1F)F)F)F)F)F)F)F)F.C[NH+](CCCCCCCCCCCCCCCCCC)CCCCCCCCCCCCCCCCCC